6,7-dichloro-4-[(2S)-2-methyl-4-prop-2-enoyl-piperazin-1-yl]-1-[2-(pentafluoro-λ6-sulfanyl)phenyl]pyrido[2,3-d]pyrimidin-2-one ClC1=CC2=C(N(C(N=C2N2[C@H](CN(CC2)C(C=C)=O)C)=O)C2=C(C=CC=C2)S(F)(F)(F)(F)F)N=C1Cl